C1(CC1)C=1C=C(C=2N(C1)C=C(N2)COC=2C=C(N=NC2)NC(=O)[C@@H]2[C@H](C2)C2=NC=CC(=N2)C)N2C(N(C(C2)=O)C)=O (1S,2S)-N-(5-((6-cyclopropyl-8-(3-methyl-2,4-dioxoimidazolidin-1-yl)imidazo[1,2-a]pyridin-2-yl)methoxy)pyridazin-3-yl)-2-(4-methylpyrimidin-2-yl)cyclopropane-1-carboxamide